CCCCC normal-pentane